ethyl (1-(4-((3-(4-(difluoromethoxy) phenyl)imidazo[1,2-a]pyrazin-8-yl)amino)-2-methylbenzoyl) piperidin-4-yl)carbamate FC(OC1=CC=C(C=C1)C1=CN=C2N1C=CN=C2NC2=CC(=C(C(=O)N1CCC(CC1)NC(OCC)=O)C=C2)C)F